(1-phenyl-5-(trifluoromethyl)-1H-pyrazol-4-yl)methanone C1(=CC=CC=C1)N1N=CC(=C1C(F)(F)F)C=O